OCCOCCOCC(=O)O 2-(2-(2-hydroxyethoxy)ethoxy)acetic acid